(R)-(4-(7-fluoropyrazolo[1,5-a]pyridin-2-yl)-6,7-dihydro-1H-imidazo[4,5-c]pyridin-5(4H)-yl)(6-methoxypyrazolo[1,5-a]pyridin-3-yl)methanone FC1=CC=CC=2N1N=C(C2)[C@@H]2N(CCC1=C2N=CN1)C(=O)C=1C=NN2C1C=CC(=C2)OC